tert-butyl (1R,3R,5R)-3-((3-(5-fluoropyrimidin-2-yl)-4-methylphenyl)carbamoyl)-2-azabicyclo[3.1.0]hexane-2-carboxylate FC=1C=NC(=NC1)C=1C=C(C=CC1C)NC(=O)[C@@H]1N([C@@H]2C[C@@H]2C1)C(=O)OC(C)(C)C